NC=1C(=NC(=C(C1)Br)I)C(=O)OC methyl 3-amino-5-bromo-6-iodopicolinate